CC1C(CCC1C)CC(=O)O 2,3-dimethyl-cyclopentyl-acetic acid